3-(tetrahydrofuran-2-yl)aniline O1C(CCC1)C=1C=C(N)C=CC1